ClC=1C=CC2=C(N=C(O2)C2CC3(CC(C3)NC(=O)C=3OC(=CC3)OC)C2)C1 N-[6-(5-chloro-1,3-benzoxazol-2-yl)spiro[3.3]heptane-2-yl]-5-methoxy-furan-2-carboxamide